FC(C=1OC(=NN1)C=1C=NC(=C(C1)F)CN1N=NC(=C1)C1=CC=C(C=C1)CN1CCCC1)F 2-(difluoromethyl)-5-(5-fluoro-6-((4-(4-(pyrrolidin-1-ylmethyl)phenyl)-1H-1,2,3-triazol-1-yl)methyl)pyridin-3-yl)-1,3,4-oxadiazole